tert-butyl (1-(3-isopropyl-2-(4,4,5,5-tetramethyl-1,3,2-dioxaborolan-2-yl)-1H-pyrrolo[3,2-b]pyridin-5-yl)azetidin-3-yl)carbamate C(C)(C)C1=C(NC=2C1=NC(=CC2)N2CC(C2)NC(OC(C)(C)C)=O)B2OC(C(O2)(C)C)(C)C